ClC1=NC=C(C(=C1)NC(C(=O)N)=C)[N+](=O)[O-] 2-((2-chloro-5-nitropyridin-4-yl)amino)propenamide